CC1=CC=C(C=C1)C1=NC=CC(=C1)C#N 2-(4-methylphenyl)-4-cyanopyridine